CC(C)=CCC[C@@H](C)CCO r-(+)-beta-citronellol